5-hydroxy-N-(isoxazol-4-yl)-1-methyl-2-(methyl-(10-methyl-5,11-dihydrobenzo[6,7]oxepino[4,3-b]pyridin-11-yl)amino)-6-oxo-1,6-dihydropyrimidine-4-carboxamide OC1=C(N=C(N(C1=O)C)N(C1C2=C(OCC=3C1=NC=CC3)C=CC=C2C)C)C(=O)NC=2C=NOC2